C1(=CC=CC=C1)C1(C(=O)O)C(C(=NC(=C1C)CC1=CC(=CC=C1)OC1=CC=CC=C1)CCC)O.C(CC1=CC=CC=C1)OC(C1=C(C(=NC(=C1C)CC1=CC(=CC=C1)OC1=CC=CC=C1)CCC)O)=O 3-hydroxy-5-methyl-6-(3-phenoxybenzyl)-2-propylisonicotinic acid Phenethyl ester (phenyl 3-hydroxy-5-methyl-6-(3-phenyloxybenzyl)-2-propylisonicotinate)